C1(CC1)C1C=2C=CC=C3CNCCC(C32)CC1 7-cyclopropyl-1,2,3,4,4a,5,6,7-octahydronaphtho[1,8-cd]azepine